tert-butyl (2R)-4-[5-fluoro-4-({3-methyl-4-[(1-methyl-1,3-benzodiazol-5-yl)methyl]phenyl}amino)quinazolin-6-yl]-2-methylpiperazine-1-carboxylate FC1=C2C(=NC=NC2=CC=C1N1C[C@H](N(CC1)C(=O)OC(C)(C)C)C)NC1=CC(=C(C=C1)CC1=CC2=C(N(C=N2)C)C=C1)C